C(CCCCC)OC(CCCCCCC1(NC=C(C=C1)S(=O)(=O)C)CC[C@@]1(CN(CC1)C(C)(C)C1=CC=C(C=C1)Cl)[C@@H]1OC(C1)(C)C)=O |o1:41| 2-(2-((R)-1-(2-(4-chlorophenyl)propan-2-yl)-3-((R or S)-4,4-dimethyloxetan-2-yl)pyrrolidin-3-yl)ethyl)-5-(methylsulfonyl)pyridineenanthic acid hexyl ester